N-methyl-2-phenoxyethan-1-amine CNCCOC1=CC=CC=C1